(4-{[(4-chlorophenyl) amino] carbonyl}-1,5-dimethyl-1H-pyrrol-2-yl)-5-cyano-4-methoxybenzoate ClC1=CC=C(C=C1)NC(=O)C=1C=C(N(C1C)C)OC(C1=CC=C(C(=C1)C#N)OC)=O